C(C)N(C1CCN(CC1)C=1C=CC(=NC1)NC1=NC=C(C(=N1)C1=C(N=C(S1)NC)C)F)C 5-(2-((5-(4-(ethyl(methyl)amino)piperidin-1-yl)pyridin-2-yl)amino)-5-fluoropyrimidin-4-yl)-N,4-dimethylthiazol-2-amine